3-Hydroxy-4-nitro-5-oxo-5,6,7,8-tetrahydronaphthalene-2-carboxylate OC=1C(=CC=2CCCC(C2C1[N+](=O)[O-])=O)C(=O)[O-]